3,4-Difluoro-2-(2-fluoro-4-iodoanilino)-5-[[2-fluoro-3-(sulfamoylamino)phenyl]methyl]benzamide FC=1C(=C(C(=O)N)C=C(C1F)CC1=C(C(=CC=C1)NS(N)(=O)=O)F)NC1=C(C=C(C=C1)I)F